4-nitrophenyl (R)-(1-(2,2-difluorobenzo[d][1,3]dioxol-4-yl)ethyl)carbamate FC1(OC2=C(O1)C=CC=C2[C@@H](C)NC(OC2=CC=C(C=C2)[N+](=O)[O-])=O)F